ClC1=C(C=C(C=C1)F)C1=CC=C(N=N1)NC1[C@H]2CN(C[C@@H]12)CC1=CC=C(C=C1)F (1s,5r)-N-[6-(2-chloro-5-fluoro-phenyl)pyridazin-3-yl]-3-[(4-fluorophenyl)methyl]-3-azabicyclo[3.1.0]hexan-6-amine